C1(CC1)C=1C=NN(C1CO[C@H]1[C@@H]2CN([C@H](C1)C2)C2=CC(=C(C(=O)OC)C=C2)F)C2=C(C=CC=C2C)C.C(C)N(CCN)CC N,N-diethyl ethylenediamine methyl 4-[(1S,4S,5R)-5-[[4-cyclopropyl-1-(2,6-dimethylphenyl)-1H-pyrazol-5-yl]methoxy]-2-azabicyclo[2.2.1]heptan-2-yl]-2-fluorobenzoate